CC1=C(SC(=C1)C1=C(C=C(C=C1)C1CCN(CC1)C)C)C(=O)N1C[C@H](CC1)NC(OC(C)(C)C)=O tert-butyl (S)-(1-(3-methyl-5-(2-methyl-4-(1-methylpiperidin-4-yl)phenyl)thiophene-2-carbonyl)pyrrolidin-3-yl)carbamate